[5-bromo-2-methyl-6-[(1R)-1-methyl-2-propoxy-ethoxy]-3-pyridyl]-N-ethyl-N-methyl-formamidine BrC=1C=C(C(=NC1O[C@@H](COCCC)C)C)C(=N)N(C)CC